NCC(=O)N[C@@H]1C[C@H](NC1)C(=O)O trans-4-glycylamino-L-proline